ClC1=CC(=C(COC2=NN(C=C2)C2CCN(CC2)CC2=NC3=C(N2CC2=CN=CN2C(C)C)C=C(C=C3)C(=O)OC)C=C1)F methyl 2-((4-(3-((4-chloro-2-fluorobenzyl)oxy)-1H-pyrazol-1-yl)piperidin-1-yl)methyl)-1-((1-isopropyl-1H-imidazol-5-yl)methyl)-1H-benzo[d]imidazole-6-carboxylate